C(C)N(C1=CC=C(C=C1)C=1SC(=NN1)C1=CC=C(C=C1)N(CC)CC)CC 2,5-bis(p-diethylaminophenyl)1,3,4-thiadiazole